2-methylfuro[3,2-c]-pyridin-4-ol CC1=CC=2C(=NC=CC2O1)O